NC=1C=C(C=C2C=CC(=NC12)CCNCCN(C)C)C(F)(F)F N1-(2-(8-amino-6-(trifluoromethyl)quinolin-2-yl)ethyl)-N2,N2-dimethylethane-1,2-diamine